p-methoxy-β-methylstyrene COC1=CC=C(C=CC)C=C1